CN(CCN1C(=C(C=2C(=C3C(=NC21)CCCCC3)N)C)C)C 1-(2-(dimethylamino)ethyl)-2,3-dimethyl-1,5,6,7,8,9-hexahydrocyclohepta[b]pyrrolo[3,2-e]pyridin-4-amine